tert-Butyl 3-(5-(azetidine-1-carbonyl)-7-(thiazol-2-yl)benzo[d]oxazol-2-yl)-3,8-diazabicyclo[3.2.1]octane-8-carboxylate N1(CCC1)C(=O)C=1C=C(C2=C(N=C(O2)N2CC3CCC(C2)N3C(=O)OC(C)(C)C)C1)C=1SC=CN1